2,2'-(7-(((9H-fluoren-9-yl)methoxy)carbonyl)-1,4,7-triazacyclononane-1,4-diyl)diacetic acid C1=CC=CC=2C3=CC=CC=C3C(C12)COC(=O)N1CCN(CCN(CC1)CC(=O)O)CC(=O)O